NC1=C2C(CC(C2=CC(=C1)C)(C)C1=CC(=C(C=C1)C)N)(C)C 4-amino-6-methyl-1-(3'-amino-4'-methylphenyl)-1,3,3-trimethylindane